OCCOC=1C=C(OC2=CC=C(C#N)C=C2)C=C(C1)OCCO 4-(3,5-bis(2-hydroxyethoxy)phenoxy)benzonitrile